7-amino-4-chloro-isoindoline NC=1C=CC(=C2CNCC12)Cl